N-([2-chloro-8-{4-(trifluoromethyl)phenoxy}quinolin-5-yl]methyl)acrylamide ClC1=NC2=C(C=CC(=C2C=C1)CNC(C=C)=O)OC1=CC=C(C=C1)C(F)(F)F